Cl.CN[C@@H]1COC(C2=CC=C(C=C12)C(F)(F)F)C (4S)-N,1-dimethyl-6-(trifluoromethyl)isochroman-4-amine hydrochloride